CC(CP(O)(=O)CC(CC(C)(C)C)C)CC(C)(C)C bis-(2,4,4-trimethyl-pentyl)phosphinic acid